C1(CCCC1)N1C(C=C(C2=C1N=C(N=C2)N2CCC(CC2)NCCC2=CC=CC=C2)C2=CC(=C(C=C2)C)F)=O 8-cyclopentyl-5-(3-fluoro-4-methylphenyl)-2-(4-(phenethylamino)piperidin-1-yl)pyrido[2,3-d]pyrimidin-7-one